Divinylsulfon C(=C)S(=O)(=O)C=C